2-oxo-4-(hydroxymethyl-phosphinyl)butyric acid O=C(C(=O)O)CCP(=O)CO